FC(C(=O)O)(F)F.FC1=C(C=C(C=C1)F)C1CC=NN1C(=O)C1C[C@@H]2[C@@H](CNC2)C1 (5-(2,5-difluorophenyl)-4,5-dihydro-1H-pyrazol-1-yl)(3aR,6aS)-(octahydrocyclopenta[c]pyrrol-5-yl)methanone trifluoroacetate